C(CCCCCCC)NCCCCCCCC.O1C=2C(OCC1COCCC(S(=O)(=O)O)CC)=CSC2 3-[(2,3-dihydrothieno[3,4-b]-[1,4]dioxin-2-yl)methoxy]-1-ethyl-1-propanesulfonic acid di-n-octylamine salt